NC(C(=O)O)CC1=NC=NS1 2-amino-3-(1,2,4-thiadiazol-5-yl)propanoic acid